NC(C(=O)N[C@@H](CO[C@H]1[C@H](N(CC1)C(CN1N=C(C=C1C(F)(F)F)C1CC1)=O)C1=C(C(=CC(=C1)F)C)Cl)C)=C (2R)-2-Amino-N-[(1R)-2-[(2R,3R)-2-(2-chloro-5-fluoro-3-methyl-phenyl)-1-[2-[3-cyclopropyl-5-(trifluoromethyl)pyrazol-1-yl]acetyl]pyrrolidine-3-yl]oxy-1-methyl-ethyl]propenamide